C1(CC1)CN1N=CC(=C1)CC1=CC(=NN1)C 5-((1-(cyclopropylmethyl)-1H-pyrazol-4-yl)methyl)-3-methyl-1H-pyrazol